N1=C(C=CC=C1)CC(C1=CC=CC=C1)C1(CCC1)C(=O)N 2-(2-pyridyl)-1-(phenyl)ethylcyclobutane-1-carboxamide